OC[C@@]1(N2C(C[C@H](C1=O)CC2)(C)C)COC (1S,2R,4R)-2-(hydroxymethyl)-2-(methoxymethyl)-6,6-dimethylquinuclidin-3-one